OC1CCC(CC1)O p-Dihydroxycyclohexan